(E)-2-(1-(4-(tert-butyl)benzylidene)-5-fluoro-2-methyl-1H-inden-3-yl)-N-hydroxyacetamide C(C)(C)(C)C1=CC=C(\C=C\2/C(=C(C3=CC(=CC=C23)F)CC(=O)NO)C)C=C1